FC1=C(C(=CC=C1)F)S(=O)(=O)NC=1C(=NC=C(C1)C=1C=C2C(=NC=NC2=CC1)N1CC2CCC(C1)N2C(\C=C\C(C)=O)=O)OC 2,6-difluoro-N-(2-methoxy-5-(4-(8-((E)-4-oxopent-2-enoyl)-3,8-diazabicyclo[3.2.1]octan-3-yl)quinazolin-6-yl)pyridin-3-yl)benzene-sulfonamide